[Ni].[Al].[Cu] copper-aluminum nickel